CC1=NNC2=NC=C(C=C21)CN2CCC1=CC=C(C=C21)C(=O)NC2=CC(=C(C=C2)CN2CCCC2)C(F)(F)F 1-((3-Methyl-1H-pyrazolo[3,4-b]pyridin-5-yl)methyl)-N-(4-(pyrrolidin-1-ylmethyl)-3-(trifluoromethyl)phenyl)indolin-6-carboxamid